C(CCCCCCC)C1=NC2=CC=CC=C2C(N1)=O 2-n-octyl-quinazolin-4(3H)-one